[5-[3-(3,3-dimethylbutoxy)-5-fluoro-phenyl]-4-(2,6-dimethylphenyl)thiazol-2-yl]-6-fluoro-pyridin-2-sulfonamide CC(CCOC=1C=C(C=C(C1)F)C1=C(N=C(S1)C=1C(=NC(=CC1)F)S(=O)(=O)N)C1=C(C=CC=C1C)C)(C)C